tert-butyl (2S)-2-methyl-4-[4-[5-(1-methylcyclopropoxy)-2H-indazol-3-yl]-2-pyridyl]piperazine-1-carboxylate C[C@@H]1N(CCN(C1)C1=NC=CC(=C1)C=1NN=C2C=CC(=CC12)OC1(CC1)C)C(=O)OC(C)(C)C